N1(C=NC2=C1C=CC=C2)C=2C=C(SC2)C(=O)NCC2=CC=CC=C2 4-(1H-benzo[d]imidazol-1-yl)-N-benzylthiophene-2-carboxamide